FC=1C=CC=C2C3=C(NC12)CN(CC3)C(=O)[C@H]3[C@@H](CCCC3)C(=O)N[C@H]3COCC3=O (1R,2R)-2-(8-fluoro-2,3,4,9-tetrahydro-1H-pyrido[3,4-b]indole-2-carbonyl)-N-((S)-4-oxotetrahydrofuran-3-yl)cyclohexane-1-carboxamide